(E)-N-(2-methyl-2,3-dihydro-1H-inden-1-yl)-3-(1-(tetrahydro-2H-pyran-2-yl)-1H-indazol-6-yl)acrylamide CC1C(C2=CC=CC=C2C1)NC(\C=C\C1=CC=C2C=NN(C2=C1)C1OCCCC1)=O